NC1=NC=2C=NC(=CC2C2=C1COC2)C(=O)N([C@@H]2COC1=C2C=CC(=C1)C(F)(F)F)CC 4-amino-N-ethyl-N-((3S)-6-(trifluoromethyl)-2,3-dihydro-1-benzofuran-3-yl)-1,3-dihydrofuro[3,4-c][1,7]naphthyridine-8-carboxamide